C1(CC1)S(=O)(=O)C1=CC=C(C=C1)B1OC(C(O1)(C)C)(C)C 2-(4-(cyclopropylsulfonyl)phenyl)-4,4,5,5-tetramethyl-1,3,2-dioxaborole